C(=O)O.ClC=1C=C(C=CC1C(=O)N1CCN(CC1)C(=O)C1CCNCC1)NC(=O)C=1N(C(=CN1)C1=C(C(=C(C=C1)F)C#N)F)C N-[3-chloro-4-[4-(piperidine-4-carbonyl)piperazine-1-carbonyl]phenyl]-5-(3-cyano-2,4-difluoro-phenyl)-1-methyl-imidazole-2-carboxamide formate